N-hydroxyacetamide formate C(=O)O.ONC(C)=O